C(C)(=O)N1CC(=CCC1)C=1C=C2CN(C(C2=CC1)=O)C1C(NC(CC1)=O)=O 3-(5-(1-acetyl-1,2,5,6-tetrahydropyridin-3-yl)-1-oxoisoindolin-2-yl)piperidine-2,6-dione